C1(CC1)C=1C(=NN2C1C(NC(=C2)C2=CC1=CC=CC=C1C=C2)=O)C(=O)NC2(CN(C2)C)C2=CC=C(C=C2)F 3-Cyclopropyl-N-[3-(4-fluorophenyl)-1-methylazetidin-3-yl]-6-(naphthalen-2-yl)-4-oxo-4,5-dihydropyrazolo[1,5-a]pyrazine-2-carboxamide